O[C@@H]1C[C@@H](NC1)C(=O)O cis-4-hydroxy-D-proline